FC1=CC=C2CC[C@@H](C2=C1)N (S)-6-fluoro-2,3-dihydro-1H-indene-1-amine